FC1=CC(=C(C=C1)N1CN(C(C2=CC=C(C=C12)C(F)(F)F)=O)C=1C=NC(=CC1)OC)C 1-(4-fluoro-2-methylphenyl)-3-(6-methoxypyridin-3-yl)-7-(trifluoromethyl)-2,3-dihydroquinazolin-4(1H)-one